(R)-1-(4-chloro-6-(3-methylmorpholino)pyridazin-3-yl)-N-(2,4-dimethoxybenzyl)methanamine ClC1=C(N=NC(=C1)N1[C@@H](COCC1)C)CNCC1=C(C=C(C=C1)OC)OC